C(=O)(O)OC(=O)OC(=O)O.OCC(O)CO glycerol tricarbonate